CC1=CN=CC(=N1)C=1C=CC(=NC1)NC(CCC=O)=O N-(5-(6-methylpyrazin-2-yl)pyridin-2-yl)-4-oxobutanamide